(S)-3-(3-chloro-5-fluorophenyl)-1-methyl-1-(6-oxo-1,4,5,6-tetrahydro-2H-pyrano[3,4-c]isoquinolin-1-yl)urea ClC=1C=C(C=C(C1)F)NC(N([C@@H]1COCC=2NC(C=3C=CC=CC3C21)=O)C)=O